8-((3S,5R)-3-amino-5-fluoro-piperidin-1-yl)-quinoxaline-5-carbonitrile hydrochloride Cl.N[C@@H]1CN(C[C@@H](C1)F)C1=CC=C(C=2N=CC=NC12)C#N